2-cyclobutyl-3-phenylpyrimido[4,5-b][1,5]naphthyridine-4,5(3H,10H)-dione C1(CCC1)C=1N(C(C2=C(NC3=CC=CN=C3C2=O)N1)=O)C1=CC=CC=C1